tert-butyl (3S)-3-methyl-4-[[1-(4-piperidylmethyl)triazol-4-yl]methyl]piperazine-1-carboxylate C[C@H]1CN(CCN1CC=1N=NN(C1)CC1CCNCC1)C(=O)OC(C)(C)C